tin phenylsulfonate C1(=CC=CC=C1)S(=O)(=O)[O-].[Sn+4].C1(=CC=CC=C1)S(=O)(=O)[O-].C1(=CC=CC=C1)S(=O)(=O)[O-].C1(=CC=CC=C1)S(=O)(=O)[O-]